3-(4-(4,4-Dimethylpiperidin-1-yl)phenyl)-4,6-difluoro-5-hydroxybenzo[d]oxazol-2(3H)-one CC1(CCN(CC1)C1=CC=C(C=C1)N1C(OC2=C1C(=C(C(=C2)F)O)F)=O)C